2-[1-(2-morpholinoethyl)-1H-indole-3-carboxamido]Benzoic acid O1CCN(CC1)CCN1C=C(C2=CC=CC=C12)C(=O)NC1=C(C(=O)O)C=CC=C1